C(C)(C)(C)N(C(O)=O)CCC=1C2=C(SC1C#N)C=CC=C2.FC2=C(C(=NC(=N2)N2N=CC(=C2)F)OC)C(F)(F)F 6-fluoro-2-(4-fluoro-1-pyrazolyl)-4-methoxy-5-(trifluoromethyl)pyrimidine tert-butyl-(2-(2-cyanobenzo[b]thiophen-3-yl)ethyl)carbamate